ethyl 1,4,8-trioxaspiro[4.5]decane-7-carboxylate O1CCOC12CC(OCC2)C(=O)OCC